C(C)(C)[Ni](C(C)C)Cl diisopropyl-nickel chloride